5-amino-3,3-dimethylisoindol-1-one NC=1C=C2C(NC(C2=CC1)=O)(C)C